NC1=C(C(=NN1C(CO)C)C1=CC=C(C=C1)CC(=O)NC1=CC(=NO1)C1=C(C=C(C=C1)F)Cl)C#N 2-[4-[5-Amino-4-cyano-1-(1-hydroxypropan-2-yl)pyrazol-3-yl]phenyl]-N-[3-(2-chloro-4-fluorophenyl)-1,2-oxazol-5-yl]acetamide